3-(3-(5-((6-(3,5-dichlorophenyl)-4-((4-(((methoxycarbonyl)amino)methyl)piperidin-1-yl)methyl)pyridin-2-yl)oxy)pyrimidin-2-yl)-3,8-diazabicyclo[3.2.1]octan-8-yl)propanoic acid ClC=1C=C(C=C(C1)Cl)C1=CC(=CC(=N1)OC=1C=NC(=NC1)N1CC2CCC(C1)N2CCC(=O)O)CN2CCC(CC2)CNC(=O)OC